2-(1-(tert-butyl)-3-(1,4-dioxaspiro[4.4]nonan-7-yl)-1H-pyrazol-5-yl)-5-(methoxymethyl)-7-methyl-1H-benzo[d]imidazole C(C)(C)(C)N1N=C(C=C1C1=NC2=C(N1)C(=CC(=C2)COC)C)C2CC1(OCCO1)CC2